2-Cyclopentyl-N-{2,6-dimethyl-4-[2-(4-trifluoromethyl-phenyl)-morpholin-4-yl]-phenyl}-acetamide C1(CCCC1)CC(=O)NC1=C(C=C(C=C1C)N1CC(OCC1)C1=CC=C(C=C1)C(F)(F)F)C